N1C=NC(C2=C1C1=C(S2)N=CC=C1)=O Pyrido[3',2':4,5]thieno[3,2-d]pyrimidin-4(1H)-one